2-((9S)-8-chloro-7-fluoro-10a-phenyl-1,2,3,4,10,10a-hexahydropyrazino[1,2-a]indol-9-yl)-3-fluoro-4-(2-hydroxyethoxy)benzoyl-hydrazine hydrochloride Cl.ClC1=C(C=2CC3(N(C2C=C1F)CCNC3)C3=CC=CC=C3)C3=C(C(=O)NN)C=CC(=C3F)OCCO